NC=1C(=CC(=C(C1)C1=CC2=C(N=C(N=C2)NC2COC2)N2C1=NCC2)Br)F 6-(5-amino-2-bromo-4-fluorophenyl)-N-(oxetan-3-yl)-8,9-dihydroimidazo[1',2':1,6]pyrido[2,3-d]pyrimidin-2-amine